COC1=NC(=NN2C1=C(C=C2)C2=CC=1N(C=C2)N=CC1)NC1CC(C1)(N)C (1r,3r)-N1-(4-methoxy-5-(pyrazolo[1,5-a]pyridin-5-yl)pyrrolo[2,1-f][1,2,4]triazin-2-yl)-3-methylcyclobutane-1,3-diamine